CC1SC(SC1)CCSC 4-methyl-2-[(methyl-thio)-ethyl]-1,3-dithiolane